2-(2-(Cyclohepta-1-en-1-yl)-5-ethyl-7-oxo-6-(piperazin-1-yl)-[1,2,4]triazolo[1,5-a]pyrimidin-4(7H)-yl)-N-(2-methyl-4-(trifluoromethyl)phenyl)acetamide C1(=CCCCCC1)C1=NN2C(N(C(=C(C2=O)N2CCNCC2)CC)CC(=O)NC2=C(C=C(C=C2)C(F)(F)F)C)=N1